The molecule is zwitterionic form of 3-aminoisobutyric acid arising from migration of a proton from the carboxy group to the amino group; major species at pH 7.3. It is a conjugate acid of a 3-aminoisobutyrate. It is a tautomer of a 3-aminoisobutyric acid. CC(C[NH3+])C(=O)[O-]